OC1=C(C=CC=C1)C(=O)N1CCCCC1 (2-hydroxyphenyl)-piperidin-1-ylmethanone